CC1=C(C2=C(N1)C(CC2C2=CC=CC=C2)=O)C(=O)OCC ethyl 2-methyl-6-oxo-4-phenyl-1,4,5,6-tetrahydrocyclopenta[b]pyrrole-3-carboxylate